ClC1=C(C=CC=C1)[C@H]1[C@@](O1)(C1=C(C=C(C=C1)F)F)CN1N=CN=C1SC#N |o1:7,8| {[rel-(2R,3S)-3-(2-chlorophenyl)-2-(2,4-difluorophenyl)oxiran-2-yl]methyl}-1H-1,2,4-triazol-5-yl-thiocyanate